5-[4-(3-phenylpropenylamino)phenyl]-1H-naphtho[1,2-b][1,4]diazepine-2,4(3H,5H)-dione C1(=CC=CC=C1)CC=CNC1=CC=C(C=C1)N1C2=C(NC(CC1=O)=O)C1=CC=CC=C1C=C2